3-(2-Chloro-6-fluorophenyl)-5-(1-(3-chlorophenyl)-5-(trifluoromethyl)-1H-pyrazol-4-yl)-4-(cyclopropoxymethyl-d2)isoxazole ClC1=C(C(=CC=C1)F)C1=NOC(=C1C([2H])([2H])OC1CC1)C=1C=NN(C1C(F)(F)F)C1=CC(=CC=C1)Cl